C(C)(=O)C1=CC=C(C=C1)NC(=O)N1CCN(CC1)C1=NC(=NC=C1C(F)(F)F)NC1=CC=C(C=C1)N1CCOCC1 N-(4-acetylphenyl)-4-(5-trifluoromethyl-2-{[4-(morpholin-4-yl)phenyl]amino}pyrimidin-4-yl)piperazine-1-carboxamide